cobalt-manganese nitrate [N+](=O)([O-])[O-].[Mn+2].[Co+2].[N+](=O)([O-])[O-].[N+](=O)([O-])[O-].[N+](=O)([O-])[O-]